ClC1=NC=CC=C1CC(=O)NC1=CC(=C(C=C1)N1N=C(N=C1)C(F)(F)F)S(N)(=O)=O 2-(2-Chloropyridin-3-yl)-N-{3-sulfamoyl-4-[3-(trifluoromethyl)-1H-1,2,4-triazol-1-yl]phenyl}acetamide